C1CCC2=CC(=CC=C12)C1=NC(=NC2=NC(=C(N=C12)C)C)[C@@H]1C[C@@H](OCC1)C=1C=NN(C1)C1CC1 4-indan-5-yl-6,7-dimethyl-2-[(2R,4S)-2-(1-cyclopropylpyrazol-4-yl)tetrahydropyran-4-yl]pteridine